ClC=1C=CC(=NC1)N1N=C(N=C1[C@@H](C)N)C=1C=NC(=CC1)Cl |r| racemic-1-[2-(5-chloro-2-pyridyl)-5-(6-chloro-3-pyridyl)-1,2,4-triazol-3-yl]ethanamine